FC(C=1N=C2COCCN2C(C1C=1C=NN(C1)CCC(F)(F)F)=O)(F)F 2-(trifluoromethyl)-3-[1-(3,3,3-trifluoropropyl)-1H-pyrazol-4-yl]-4H,6H,7H,9H-pyrimido[2,1-c][1,4]oxazin-4-one